C(CCCCCCCCC)(N1C2=NCCCN2CCC1)N1C2=NCCCN2CCC1 7,7'-decylidenebis-1,5,7-triazabicyclo[4.4.0]dec-5-ene